1,10-diazabicyclo[7.4.0]tridec-9-ene N12CCCCCCCC2=NCCC1